CN1C(COCC1)C(=O)O 4-METHYL-MORPHOLINE-3-CARBOXYLIC ACID